p-ethylstyrene C(C)C1=CC=C(C=C)C=C1